COC=1C=C(CNC=2C=3N(C4=CC(=C(C=C4N2)F)C(=O)N(C)OC)C=NC3)C=CC1OC 4-((3,4-dimethoxybenzyl)amino)-7-fluoro-N-methoxy-N-methylimidazo[1,5-a]quinoxaline-8-carboxamide